N=1SN=C2C1C=CC=C2 benzo[2,1,3]thiadiazol